octanoyl-(18-amino-18-oxostearoyl)glycine C(CCCCCCC)(=O)N(CC(=O)O)C(CCCCCCCCCCCCCCCCC(=O)N)=O